2,4,5-trihydroxyacetophenone CC(=O)C1=CC(=C(C=C1O)O)O